methoxymethyl 4-((4-(benzyloxy)-2,3,6-trimethylbenzoyl)oxy)-2-(3,3-difluoropropyl)-3,5,6-trimethylbenzoate C(C1=CC=CC=C1)OC1=C(C(=C(C(=O)OC2=C(C(=C(C(=O)OCOC)C(=C2C)C)CCC(F)F)C)C(=C1)C)C)C